5-(5-(3,3-difluoroazetidin-1-yl)pyridin-2-yl)-1-methyl-1H-pyrrole-3-carboxamide FC1(CN(C1)C=1C=CC(=NC1)C1=CC(=CN1C)C(=O)N)F